tert-butyl (2R,4S)-2-(2-((R)-5-(3-amino-6-bromoquinolin-4-ylamino) pent-2-yloxy)-5-fluorophenyl)-4-fluoropyrrolidine-1-carboxylate NC=1C=NC2=CC=C(C=C2C1NCCC[C@@H](C)OC1=C(C=C(C=C1)F)[C@@H]1N(C[C@H](C1)F)C(=O)OC(C)(C)C)Br